6-((4-(((S)-2-hydroxy-1-phenylethyl)amino)-5-(3-(quinuclidin-4-yl)-1,2,4-oxadiazol-5-yl)pyrimidin-2-yl)amino)-3,4-dimethyl-3,4-dihydroisoquinolin-1(2H)-one OC[C@H](C1=CC=CC=C1)NC1=NC(=NC=C1C1=NC(=NO1)C12CCN(CC1)CC2)NC=2C=C1C(C(NC(C1=CC2)=O)C)C